C1(=CC=C(C=C1)NC(CCC)=O)C N-(p-tolyl)butanamide